4-(Phenylmethylthio)-5-bromo-N-(tert-butyl)-6-(4-fluorophenyl)pyrimidin-2-amine C1(=CC=CC=C1)CSC1=NC(=NC(=C1Br)C1=CC=C(C=C1)F)NC(C)(C)C